2-(2-chlorophenyl)spiro[fluorene-9,9'-xanthene] ClC1=C(C=CC=C1)C1=CC2=C(C=C1)C1=CC=CC=C1C21C2=CC=CC=C2OC=2C=CC=CC12